CS(=O)(=O)O.C1[C@@H]2[C@@H](C2N)CN1C3=C(C=C4C(=O)C(=CN(C4=N3)C5=C(C=C(C=C5)F)F)C(=O)O)F The molecule is a methanesulfonate (mesylate) salt prepared from equimolar amounts of trovafloxacin and methanesulfonic acid. A broad-spectrum antibiotic that was withdrawn from the market due to risk of liver failure. It has a role as an antibacterial drug, an antimicrobial agent, a DNA synthesis inhibitor, a hepatotoxic agent and a topoisomerase IV inhibitor. It contains a trovafloxacin(1+).